(R)-N-(1-(4-(ethylsulfonyl)phenyl)-2-hydroxyethyl)-2-(3-(trifluoromethyl)benzyl)benzo[d]thiazole-6-carboxamide C(C)S(=O)(=O)C1=CC=C(C=C1)[C@H](CO)NC(=O)C1=CC2=C(N=C(S2)CC2=CC(=CC=C2)C(F)(F)F)C=C1